N[C@@H](C)C(=O)[O-].[Zr+4].N[C@@H](C)C(=O)[O-].N[C@@H](C)C(=O)[O-].N[C@@H](C)C(=O)[O-] zirconium alaninate